(R)-1-(3-ethylphenyl)ethane-1,2-diol C(C)C=1C=C(C=CC1)[C@H](CO)O